C1(=CC=C(C=C1)C[C@H](C(=O)O)NC(CCNC(=O)OC(C)(C)C)=O)C1=CC=CC=C1 (R)-3-([1,1'-biphenyl]-4-yl)-2-(3-((tert-butoxycarbonyl)amino)propanamido)propanoic acid